(S)-1-(6-chloro-1-ethoxy-2,7-naphthyridin-4-yl)-1-cyclopropylethan-1-ol ClC=1C=C2C(=CN=C(C2=CN1)OCC)[C@@](C)(O)C1CC1